di(3-methyl-3-pentenyl) phthalate C(C=1C(C(=O)OCCC(=CC)C)=CC=CC1)(=O)OCCC(=CC)C